3-(3-(1H-indazol-5-yl)pyridin-4-yl)acrylic acid N1N=CC2=CC(=CC=C12)C=1C=NC=CC1C=CC(=O)O